C(C)NC(C1=C(C(=CC=C1)F)SC1=CC=C2C(=CN(C2=C1)C1OCCCC1)\C=C\C1=NC=C(C=C1)CN1CCCC1)=O N-ethyl-3-fluoro-2-[3-[(trans)-2-[5-(pyrrolidin-1-ylmethyl)-2-pyridinyl]vinyl]-1-tetrahydropyran-2-yl-indol-6-yl]sulfanyl-benzamide